COC1=C(C=CC(=C1OC)OC)/C=C/C(=O)NN1C(=C(C(C=C1)=C=O)O)C (trans)-3-(2,3,4-trimethoxyphenyl)-N-(3-hydroxy-2-methyl-4-carbonyl-pyridine-1(4H)-yl)acrylamide